N-(4-(hydrazinecarbonyl)benzyl)-N-(2-isopropylbenzo[d]thiazol-6-yl)methanesulfonamide N(N)C(=O)C1=CC=C(CN(S(=O)(=O)C)C2=CC3=C(N=C(S3)C(C)C)C=C2)C=C1